C(#C)C1=C(C=CC(=C1)C(F)(F)F)C(F)(F)F 2-ethynyl-1,4-bis(trifluoromethyl)benzene